FC1=CC=C(C=C1)N1N=C(C(=C1)C(=O)N([C@@H](C(C)C)C(=O)N[C@H](CCC(=O)OCC)C(=O)OCC)C)C Diethyl N-(1-(4-fluorophenyl)-3-methyl-1H-pyrazole-4-carbonyl)-N-methyl-L-valyl-D-glutamate